C12(NCC(C1)C2)CNC=2OC=1C(=NC(=CC1)C1=C(C=C(C=C1C)C(F)(F)F)O)N2 2-[2-(2-Azabicyclo[2.1.1]hexan-1-ylmethylamino)oxazolo[4,5-b]pyridin-5-yl]-3-methyl-5-(trifluoromethyl)phenol